n-butyl-n-butoxymagnesium C(CCC)[Mg]OCCCC